NC1=NC(N(C2=CC(=CC(=C12)C1CNC(C1)=O)Cl)C1=CC=CC=C1)=O 4-amino-7-chloro-5-(5-oxopyrrolidin-3-yl)-1-phenylquinazolin-2(1H)-one